2-[(2S)-1-[3-ethyl-7-[[6-[methyl(4-piperidylmethyl)amino]-3-pyridyl]methylamino]pyrazolo[1,5-a]pyrimidin-5-yl]-2-piperidyl]ethanol C(C)C=1C=NN2C1N=C(C=C2NCC=2C=NC(=CC2)N(CC2CCNCC2)C)N2[C@@H](CCCC2)CCO